N-(3-chloro-4-fluorophenyl)-4-(hydroxyimino)-2-methyl-3-(trifluoromethyl)-2,4,5,6-tetrahydrocyclopenta[c]pyrrole-1-carboxamide ClC=1C=C(C=CC1F)NC(=O)C=1N(C(=C2C1CCC2=NO)C(F)(F)F)C